(7S)-5-(2,2-difluoro-1,3-benzodioxol-5-yl)-3-(imidazo[1,2-a]pyridin-6-yl)-7-methyl-6,7-dihydropyrazolo[1,5-a]pyrazin-4(5H)-one FC1(OC2=C(O1)C=CC(=C2)N2C(C=1N([C@H](C2)C)N=CC1C=1C=CC=2N(C1)C=CN2)=O)F